C(#N)C1(CCOCC1)NC(=O)C=1C=2C[C@@H]3[C@H](C2N(N1)C1=C(C=C(C=C1)F)F)C3 (1aR,5aR)-2-(2,4-Difluoro-phenyl)-1a,2,5,5a-tetrahydro-1H-2,3-diaza-cyclopropa[a]pentalene-4-carboxylic acid (4-cyano-tetrahydro-pyran-4-yl)-amide